N-(4-(4-(2-cyanoacetyl)piperazin-1-yl)-1H-pyrrolo[2,3-b]pyridin-6-yl)cyclopropylcarboxamide C(#N)CC(=O)N1CCN(CC1)C1=C2C(=NC(=C1)NC(=O)C1CC1)NC=C2